BrC=1C=C2C(=NN(C(C2=CC1)=O)CC1=CC=C(C=C1)OC)OC=C 6-bromo-2-(4-methoxybenzyl)-4-(vinyloxy)phthalazin-1(2H)-one